ClC1COC2=C(O1)C=CC(=C2N2CCNCC2)Cl 2,6-Dichloro-5-(piperazin-1-yl)-2,3-dihydro-1,4-benzodioxine